(rac)-1-(1-propyl-1H-pyrazol-5-yl)ethan-1-ol C(CC)N1N=CC=C1[C@@H](C)O |r|